C1(CCCCC1)C#CC1=CC(N(C=2N=C(N=CC21)N2CCC(CC2)NCCC2=CC=CC=C2)C2CCCC2)=O 5-(cyclohexylethynyl)-8-cyclopentyl-2-(4-(phenethylamino)piperidin-1-yl)pyrido[2,3-d]pyrimidin-7-one